1-tert-butyl 2-methyl (2S,4S)-4-{4-[(benzyloxy)carbonyl]piperazin-1-yl}pyrrolidine-1,2-dicarboxylate C(C1=CC=CC=C1)OC(=O)N1CCN(CC1)[C@H]1C[C@H](N(C1)C(=O)OC(C)(C)C)C(=O)OC